C(#N)C1=C(C=C(C=C1)N1C(N(C2(CCC2)C1=O)C1=CC=C(C=C1)C=CC(=O)N)=S)C(F)(F)F 3-{4-[7-(4-Cyano-3-trifluoromethyl-phenyl)-8-oxo-6-thioxo-5,7-diaza-spiro[3.4]oct-5-yl]-phenyl}-acrylamide